CC=1N=C(SC1)NC(OC(C)(C)C)=O Tert-Butyl 4-methylthiazol-2-ylcarbamate